C(CCCCCCCCCCCCCCCCCCCCCCCCCC)(=O)O Heptacosylic acid